(2S,6S)-6-((4-bromophenoxy)methyl)-2-methyl-1,4-dioxan-2-ylmethanol BrC1=CC=C(OC[C@@H]2COC[C@](O2)(C)CO)C=C1